(S)-5-(2-aminopropoxy)-2-chloro-4-fluorobenzoic acid methyl ester hydrochloride Cl.COC(C1=C(C=C(C(=C1)OC[C@H](C)N)F)Cl)=O